ClC1=C2C(=NC=C1C=1C=C(C=NC1)N1C(CN(CC1)C(=O)OC(C)(C)C)=O)NC=C2C2CC2 tert-butyl 4-(5-(4-chloro-3-cyclopropyl-1H-pyrrolo[2,3-b]pyridin-5-yl) pyridin-3-yl)-3-oxopiperazine-1-carboxylate